4-(3-bromo-5-((tetrahydrofuran-3-yl)methylsulfonyl)phenyl)morpholine BrC=1C=C(C=C(C1)S(=O)(=O)CC1COCC1)N1CCOCC1